3-(((1S,2S)-2-((tert-butyldimethylsilyl)oxy)cyclohexyl)amino)-5-methoxybenzonitrile [Si](C)(C)(C(C)(C)C)O[C@@H]1[C@H](CCCC1)NC=1C=C(C#N)C=C(C1)OC